C(C)(C)(C)OC(=O)N1CC(CC1)(C)NC1=CC(=CC(=C1)OC(F)(F)F)OC.ClC1=NC=CC(=C1)C(C)(C)[2H] 2-chloro-4-(propan-2-yl-2-d)pyridine tert-Butyl-3-((3-methoxy-5-(trifluoromethoxy)phenyl)amino)-3-methylpyrrolidine-1-carboxylate